FC=1C(=C(C(=CC1)OC)C1=CN(C2=NC(=CC=C21)N=C(C2=CC=CC=C2)C2=CC=CC=C2)COCC[Si](C)(C)C)OC N-(3-(3-fluoro-2,6-dimethoxyphenyl)-1-((2-(trimethylsilyl)ethoxy)methyl)-1H-pyrrolo[2,3-b]pyridin-6-yl)-1,1-diphenylmethanimine